ClC1=NC=C(C(=N1)NC1=C(C=CC=C1)C=1N(C=CN1)C1OCCCC1)Cl 2,5-Dichloro-N-(2-(1-(tetrahydro-2H-pyran-2-yl)-1H-imidazol-2-yl)phenyl)pyrimidin-4-amine